oxo-3',4'-dihydro-2'H-spiro[cyclohexane-1,1'-isoquinoline] O=C1NC2(C3=CC=CC=C3C1)CCCCC2